tert-butyl-2-(2-(2-(2-hydroxyethoxy)ethoxy)ethoxy)acetate C(C)(C)(C)OC(COCCOCCOCCO)=O